thiacumyl alcohol S(C)(C)(C1=CC=CC=C1)O